3-(6-bromo-2-fluoro-3-(trifluoromethyl)phenyl)propionic acid BrC1=CC=C(C(=C1CCC(=O)O)F)C(F)(F)F